NCCC=1CS(C1)(=O)=O (R)-3-(aminoethyl)-2H-thiete 1,1-dioxide